CC1(CC=CC=C1)S 1-methylphenyl thiol